FC(C1=NN=C(O1)C1=CC(=C(CN(C(=S)N2CC3(C2)CN(C3)C3COC3)C3=CC(=CC=C3)F)C=C1)F)F N-(4-(5-(difluoromethyl)-1,3,4-oxadiazol-2-yl)-2-fluorobenzyl)-N-(3-fluorophenyl)-6-(oxetan-3-yl)-2,6-diazaspiro[3.3]heptane-2-thioamide